3-(4-((2-chloropyrrolo[2,1-f][1,2,4]triazin-4-yl)amino)-1H-imidazol-1-yl)-5-methoxybenzoic acid ClC1=NN2C(C(=N1)NC=1N=CN(C1)C=1C=C(C(=O)O)C=C(C1)OC)=CC=C2